C(CCCCCCCCCCCCCCCCCC)(=O)O nonadecylic acid